6-bromo-7-fluoro-2-((4-methoxybenzyl)amino)quinoline-3-carboxylic acid ethyl ester C(C)OC(=O)C=1C(=NC2=CC(=C(C=C2C1)Br)F)NCC1=CC=C(C=C1)OC